BrC=1C=C(C=CC1OC)C(=O)C1=CC=C(C=C1)C1=CC=C(C=C1)C(F)(F)F (3-bromo-4-methoxyphenyl)[4'-(trifluoromethyl)[1,1'-biphenyl]-4-yl]methanone